C(C\C=C/CCCCCC)O cis-3-Decen-1-ol